O[C@H]1[C@H]([C@@H](O[C@@H]1CO)N1C(N=C(C=C1)NC(C1=CC=CC=C1)=O)=O)OC N-(1-((2R,3R,4R,5R)-4-hydroxy-5-(hydroxymethyl)-3-methoxytetrahydrofuran-2-yl)-2-oxo-1,2-dihydropyrimidin-4-yl)benzamide